CN(C(=O)C1=C(C=C(C=C1)[C@@H](CC(=O)O)C=1SC=C(N1)CCCC1=NC=2NCCCC2C=C1)F)C (R)-3-(4-(dimethylcarbamoyl)-3-fluorophenyl)-3-(4-(3-(5,6,7,8-tetrahydro-1,8-naphthyridin-2-yl)propyl)thiazol-2-yl)propionic acid